4-(1-methylethyl)benzaldehyde CC(C)C1=CC=C(C=O)C=C1